(5aR,6R,9aS)-1-(4-(2-(fluoromethyl)pyridin-4-yl)phenyl)-6,9a-dimethyl-7-oxo-3-(pyridin-3-yl)-4,5,5a,6,7,9a-hexahydro-1H-benzo[g]indazole-8-carbonitrile FCC1=NC=CC(=C1)C1=CC=C(C=C1)N1N=C(C=2CC[C@H]3[C@](C12)(C=C(C([C@@H]3C)=O)C#N)C)C=3C=NC=CC3